3-((4-((5-Cyclopropyl-3-(3,5-dichloropyridin-4-yl)isoxazol-4-yl)methoxy)bicyclo[2.2.2]octan-1-yl)ethynyl)-1-methyl-1H-indol C1(CC1)C1=C(C(=NO1)C1=C(C=NC=C1Cl)Cl)COC12CCC(CC1)(CC2)C#CC2=CN(C1=CC=CC=C21)C